6-(trimethylsilyl)-2,3-dihydro-1H-indene-5-yl triflate O(S(=O)(=O)C(F)(F)F)C=1C=C2CCCC2=CC1[Si](C)(C)C